cumyl-ferrocenium hexafluorophosphate F[P-](F)(F)(F)(F)F.C(C)(C)(C1=CC=CC=C1)C1C=CC=C1.[CH-]1C=CC=C1.[Fe+2]